O([C@H]1[C@H](O)[C@@H](O)[C@H](O)[C@H](O1)CO)C1=C(C(=CC(=C1)O)C)CC1=CC=C(C=C1)CC 2-(4-ethylbenzyl)-5-hydroxy-methylphenyl beta-D-glucopyranoside